ClC=1C=C2C(=C(NC2=CC1)C(=O)O)C=1N=NN(C1)CC1CCN(CC1)CCNS(=O)(=O)C1=CC=C(C=C1)Cl 5-chloro-3-(1-((1-(2-((4-chlorophenyl)sulfonamido)ethyl)piperidin-4-yl)methyl)-1H-1,2,3-triazol-4-yl)-1H-indole-2-carboxylic acid